P(=O)([O-])([O-])[O-].[Fe+3].[NH4+].[Mn+2].P(=O)([O-])([O-])[O-] manganese ammonium ferric phosphate